4-[4-(2-Methoxyphenyl)piperidin-1-yl]-1-methyl-2-oxo-1,2-dihydroquinoline-3-carbonitrile COC1=C(C=CC=C1)C1CCN(CC1)C1=C(C(N(C2=CC=CC=C12)C)=O)C#N